Cl.NCCCCC1=C(C=CC(=C1)F)N1CN(C(C2=CC(=CC=C12)C(F)(F)F)=O)C=1C(=NC(=CC1)OC)Br 1-(2-(4-aminobutyl)-4-fluorophenyl)-3-(2-bromo-6-methoxypyridin-3-yl)-6-(trifluoromethyl)-2,3-dihydroquinazolin-4(1H)-one, hydrochloride